bisMetal C1=C[Bi]=C1C=O